[6-(1,3-dioxolan-2-yl)spiro[3.3]heptan-2-yl] 4-[2-[3-(4-amino-1-isopropyl-pyrazolo[3,4-d]pyrimidin-3-yl)-5-cyclopropyl-isoxazol-4-yl]pyrimidin-5-yl]piperidine-1-carboxylate NC1=C2C(=NC=N1)N(N=C2C2=NOC(=C2C2=NC=C(C=N2)C2CCN(CC2)C(=O)OC2CC1(C2)CC(C1)C1OCCO1)C1CC1)C(C)C